ClC1=CC(=C(C=C1)C1=NC(=NC2C1N=C(N(C2=O)C)C)N2CC(C2)OC=2C=NN(C2)C)F 8-(4-chloro-2-fluorophenyl)-2,3-dimethyl-6-{3-[(1-methyl-1H-pyrazol-4-yl)oxy]azetidin-1-yl}-3H,4ah,8ah-[1,3]diazino[5,4-d]pyrimidin-4-one